O[C@@H]1C[C@@H](C([C@H]1CO)=C)N1C=2N=C(NC(C2N=C1)=O)N (1S,3R,4S)-9-(3-hydroxy-4-hydroxymethyl-5-methylenecyclopent-1-yl)guanine